CC1=NN(C(=C1)C)C1=NN(C(C=C1)=O)C1C(C(N(C(C1F)F)C1=C(C=C2C(=N1)CCOC2)C#N)F)F 2-[4-[3-(3,5-dimethylpyrazol-1-yl)-6-oxopyridazin-1-yl]-2,3,5,6-tetrafluoropiperidin-1-yl]-7,8-dihydro-5H-pyrano[4,3-b]pyridine-3-carbonitrile